Cl.COC1=CC2=C([C@H](C2)CN(C)C)C=C1OC (1S)-4,5-dimethoxy-1-(N,N-dimethylaminomethyl)benzocyclobutane hydrochloride